FC1=C(C(=C(C(=C1[B-](C1=C(C(=C(C(=C1F)F)F)F)F)(C1=C(C(=C(C(=C1F)F)F)F)F)C1=C(C(=C(C(=C1F)F)F)F)F)F)F)F)F.C[N+](CC1=CC=CC=C1)(CC1=CC=CC=C1)C1=CC=CC=C1 methylphenyl-dibenzylammonium tetrakis(pentafluorophenyl)borate